(S)-5,7-difluoro-1,2,3,4-tetrahydronaphthalen-2-amine hydrochloride Cl.FC1=C2CC[C@@H](CC2=CC(=C1)F)N